O=C1N(CC2=CC(=CC=C12)O[C@@H]1[C@H](CCCC1)N1CC(C1)C=1C=NC(=CC1)C(F)(F)F)C1C(NC(CC1)=O)=O 3-(1-oxo-5-(((1S,2S)-2-(3-(6-(trifluoromethyl)pyridin-3-yl)azetidin-1-yl)cyclohexyl)oxy)isoindolin-2-yl)piperidine-2,6-dione